C[C@H]1CC2(CN(C2)C(=O)OC(C)(C)C)CC[C@@H]1OC1=CC=NC=C1 tert-butyl (6S,7S)-6-methyl-7-(4-pyridyloxy)-2-azaspiro[3.5]nonane-2-carboxylate